ClC1=CC=C(C=C1)[C@H]1CC(OCC1)=O (R)-4-(4-chlorophenyl)-oxan-2-one